5-bromo-7-(oxetan-3-yl)-7H-pyrrolo[2,3-d]pyrimidin-4-ylamine BrC1=CN(C=2N=CN=C(C21)N)C2COC2